COC([C@@H](NC(=O)OCC1C2=CC=CC=C2C2=CC=CC=C12)CCCCN)=O fmoc-L-lysine methyl ester